COC(C(CC(=O)O)SC[C@@H](C(=O)OC)NC(=O)OCC[Si](C)(C)C)=O 4-Methoxy-3-{[(2R)-3-methoxy-3-oxo-2-({[2-(trimethylsilyl)ethoxy]-carbonyl}amino)propyl]sulfanyl}-4-oxobutyric acid